trans-benzoic acid C(C1=CC=CC=C1)(=O)O